ε,Nε,Nε-trimethyl-lysine CC(CCC[C@H](N)C(=O)O)N(C)C